C(C=C)(=O)OCC[N+](CCCS(=O)(=O)[O-])(C)C 3-[[2-(acryloyloxy)ethyl]-dimethylammonio]propane-1-sulfonate